COC1=C(C=CC(=N1)C=1N=NN(C1NC(O[C@H](C)C1=CC=CC=C1)=O)C)NS(=O)(=O)C (R)-1-phenylethyl (4-(6-methoxy-5-(methylsulfonamido)pyridin-2-yl)-1-methyl-1H-1,2,3-triazol-5-yl)carbamate